O=C1N(CCC12CNCC2)C#N Oxo-2,7-diazaspiro[4.4]nonane-2-carbonitrile